O.[Na+].N[C@@H](CS)C(=O)[O-] L-cysteine sodium salt monohydrate